N-BOC-(1-(4-bromophenyl)cyclopropyl)methylamine C(=O)(OC(C)(C)C)NCC1(CC1)C1=CC=C(C=C1)Br